1-(2-aminobenzo[d]thiazol-6-yl)-1-[2-(4-methylpiperazin-1-yl)ethyl]-3-(4-trifluoromethylphenyl)urea NC=1SC2=C(N1)C=CC(=C2)N(C(=O)NC2=CC=C(C=C2)C(F)(F)F)CCN2CCN(CC2)C